2-(4-bromo-1H-imidazol-1-yl)-2-(3,4-dichlorophenyl)-N,N-dimethylethane-1-amine BrC=1N=CN(C1)C(CN(C)C)C1=CC(=C(C=C1)Cl)Cl